(1S,3S)-N3-[5-[(Z)-1-ethylprop-1-enyl]pyrazolo[1,5-a]pyrimidin-7-yl]cyclopentane-1,3-diamine C(C)/C(=C/C)/C1=NC=2N(C(=C1)N[C@@H]1C[C@H](CC1)N)N=CC2